NCC1(CCN(CC1)C1=NN2C(S1)=NC=C2C2=C(C=C(C=C2)C2(CC2)OC)OC)O 4-(aminomethyl)-1-(5-(2-methoxy-4-(1-methoxycyclopropyl)phenyl)imidazo[2,1-b][1,3,4]thiadiazol-2-yl)piperidin-4-ol